C1(=CC=CC=C1)OC(=O)C1=CC2=CN(N=C2C=C1OCC)C12COC(C1)(C2)C 6-ethoxy-2-(1-methyl-2-oxabicyclo[2.1.1]hex-4-yl)-2H-indazole-5-carboxylic acid phenyl ester